C(C)(=O)OC1=C2C(=C3[C@@H](CN(C3=C1)C(=O)OC(C)(C)C)CCl)C(=CS2)C tert-butyl (S)-4-acetoxy-8-(chloromethyl)-1-methyl-7,8-dihydro-6H-thieno[3,2-e]indole-6-carboxylate